C(C)(C)(C)OC(=O)N[C@H](CN1C(=NC(=C1)C1=NC(=NC=C1C)Cl)C(=O)OC)COC Methyl (R)-1-(2-((tert-butoxycarbonyl) amino)-3-methoxypropyl)-4-(2-chloro-5-methylpyrimidin-4-yl)-1H-imidazole-2-carboxylate